N-(3-chlorobenzyl)oxazole-2-carboxamide ClC=1C=C(CNC(=O)C=2OC=CN2)C=CC1